C1=CC=CC=2C3=CC=CC=C3C(C12)COC(NCC1=C(C(=CC=C1)C(F)(F)F)C1=CC(=CC=C1)C=O)=O N-[[2-(3-formylphenyl)-3-(trifluoromethyl)phenyl]methyl]carbamic acid 9H-fluoren-9-ylmethyl ester